C(CCC\C=C/CC)OC(CCC(=O)OCCCCCCN(CCCCCCCC(=O)OCC#CCCCCCC)CCO)OCCCC\C=C/CC non-2-yn-1-yl 8-((6-((4,4-bis(((Z)-oct-5-en-1-yl)oxy)butanoyl)oxy)hexyl)(2-hydroxyethyl)amino)octanoate